COC=1C=C2CCC(=C(C2=CC1)C1=CC=C(C=C1)O)C1=CC=CC=C1 4-(6-methoxy-2-phenyl-3,4-dihydronaphthalen-1-yl)phenol